ClC1=CC=CC2=C1NC(=N2)CC#N 2-(7-chloro-1H-benzo[d]imidazol-2-yl)acetonitrile